O=C1NC(CCC1N1C(C2=CC=C(C=C2C1)C(=O)NC=1C=C2C(=NC1)N(C=C2)C)=O)=O 2-(2,6-dioxopiperidin-3-yl)-N-(1-methyl-1H-pyrrolo[2,3-b]pyridin-5-yl)-1-oxoisoindoline-5-carboxamide